N-(3-chloropropyl)-5-((4R)-2-oxohexahydro-1H-thieno[3,4-d]imidazol-4-yl)pentanamide ClCCCNC(CCCC[C@H]1SCC2NC(NC21)=O)=O